O1C(CC1)CO monooxetanyl-methanol